FC(C(C(C(C(F)(F)F)(F)F)(F)F)=C(C(C(C(F)(F)F)(F)F)(F)F)C(F)(F)F)(F)F 4,5-bis-trifluoromethyl-1,1,1,2,2,3,3,6,6,7,7,8,8,8-tetradecafluoro-4-octene